C(C)OC(=O)C1=C(N=NN1)C1=CC=C(C=C1)C1=CC=C(C=C1)C(N)=O 4-(4'-carbamoyl-[1,1'-biphenyl]-4-yl)-1H-1,2,3-triazole-5-carboxylic acid ethyl ester